CN1CC(CC1)C1=CN(C2=CC=CC=C12)C(CCCCCCC\C=C/C\C=C/CCCCC)=O (9Z,12Z)-1-(3-(1-methylpyrrolidin-3-yl)-1H-indol-1-yl)octadeca-9,12-dien-1-one